N-[(6-Amino-2-pyridyl)sulfonyl]-6-[4-(difluoromethoxy)-3-methylphenyl]-2-[(4S)-2,2,4-trimethylpyrrolidin-1-yl]pyridin-3-carboxamid NC1=CC=CC(=N1)S(=O)(=O)NC(=O)C=1C(=NC(=CC1)C1=CC(=C(C=C1)OC(F)F)C)N1C(C[C@@H](C1)C)(C)C